C1(CC1)CN1C(=CC2=CC(=C(C=C12)C1=NN=NN1)F)C1=CC=C(C=C1)NC(C(=O)O)=C=O 2-((4-(1-(cyclopropylmethyl)-5-fluoro-6-(1H-tetrazol-5-yl)-1H-indol-2-yl)phenyl)amino)-2-carbonylacetic acid